(E)-1-(2-(aminomethyl)-3-chloroallyl)-1H-pyrazole-3-carboxylic acid methyl ester COC(=O)C1=NN(C=C1)C\C(=C\Cl)\CN